trans-3-[(2,3-difluorobenzyl)oxy]-N-[2-fluoro-3-(5-fluoro-4-methyl-6-oxo-1,6-dihydropyrimidin-2-yl)-4-(trifluoromethyl)benzyl]cyclobutane-1-carboxamide FC1=C(CO[C@@H]2C[C@H](C2)C(=O)NCC2=C(C(=C(C=C2)C(F)(F)F)C=2NC(C(=C(N2)C)F)=O)F)C=CC=C1F